arachidyl decanoate C(CCCCCCCCC)(=O)OCCCCCCCCCCCCCCCCCCCC